N1(CC1)CCC(=O)O.N1(CC1)CCC(=O)O.N1(CC1)CCC(=O)O.C(O)C(CC)(CO)CO trimethylolpropane-tris[3-(1-aziridinyl) propionate]